2-chloro-3-phenylquinazolin-4(3H)-one ClC1=NC2=CC=CC=C2C(N1C1=CC=CC=C1)=O